diethylphosphinic acid, aluminium salt [Al+3].C(C)P([O-])(=O)CC.C(C)P([O-])(=O)CC.C(C)P([O-])(=O)CC